F[Sb-](F)(F)(F)(F)F.ClC=1C=C(C(=O)C2=CC=C(C=C2)SC2=CC=C(C=C2)[S+](C2=CC=C(C=C2)F)C2=CC=C(C=C2)F)C=CC1 4-[4-(3-chlorobenzoyl)phenylthio]phenyl-bis(4-fluorophenyl)sulfonium hexafluoroantimonate